1-(4-(2-benzothiazolyl)phenyl)-5-(2,6-dichlorophenyl)-1,4-pentadien-3-one S1C(=NC2=C1C=CC=C2)C2=CC=C(C=C2)C=CC(C=CC2=C(C=CC=C2Cl)Cl)=O